The molecule is an N-acyl-(2S)-hydroxyglycine resulting from the formal condensation of tetradecanoic acid (myristic acid) with the amino group of (2S)-hydroxyglycine. It derives from a tetradecanoic acid. It is a conjugate acid of a N-tetradecanoyl-(2S)-hydroxyglycinate. CCCCCCCCCCCCCC(=O)N[C@H](C(=O)O)O